C(CCC)C=CC=C butyl-1,3-butadiene